2-(3-(5-(3-chlorophenyl)-1,3,4-oxadiazol-2-yl)-6-oxopyridazin-1(6H)-yl)-N-ethylacetamide ClC=1C=C(C=CC1)C1=NN=C(O1)C1=NN(C(C=C1)=O)CC(=O)NCC